ClC1=C(C=C(C(=C1)C=1C=NC=CC1)Cl)O 2,5-dichloro-4-(pyridin-3-yl)phenol